C1(CCCCC1)N1C=NC(=C1)C1=CC(=C(C=C1)F)F 1-cyclohexyl-4-(3,4-difluorophenyl)-1H-imidazole